carbamoylphosphonic acid ethyl-ammonium salt C(C)[NH3+].C(N)(=O)P([O-])([O-])=O.C(C)[NH3+]